4-(((9-((2R,4S,5R)-4-((tert-butyldimethylsilyl)oxy)-5-(hydroxymethyl)tetrahydrofuran-2-yl)-2-isobutyramido-9H-purin-6-yl)oxy)methyl)phenyl pivalate C(C(C)(C)C)(=O)OC1=CC=C(C=C1)COC1=C2N=CN(C2=NC(=N1)NC(C(C)C)=O)[C@@H]1O[C@@H]([C@H](C1)O[Si](C)(C)C(C)(C)C)CO